2-[3-(triphenylsilyl)phenyl]-4,4,5,5-tetramethyl-1,3,2-dioxaborolane C1(=CC=CC=C1)[Si](C=1C=C(C=CC1)B1OC(C(O1)(C)C)(C)C)(C1=CC=CC=C1)C1=CC=CC=C1